(S)-1-benzyl-2-methyl-6-(2,2,2-trifluoroethyl)-1,2,3,4-tetrahydroquinoline C(C1=CC=CC=C1)N1[C@H](CCC2=CC(=CC=C12)CC(F)(F)F)C